OC=1C=C(C=CC1)C1=CC=C(C=C1)N1N=NC(=C1)C=1C=C(C(=O)O)C=CC1 3-(1-(3'-Hydroxy-[1,1'-biphenyl]-4-yl)-1H-1,2,3-triazol-4-yl)benzoic acid